(3,3-difluorocyclobutyl)-(1H-pyrrolo[2,3-b]pyridin-5-yl)methanol FC1(CC(C1)C(O)C=1C=C2C(=NC1)NC=C2)F